ClC1=NC(=CC(=N1)CC#N)N1[C@@H](COCC1)C (R)-2-(2-chloro-6-(3-methylmorpholino)pyrimidin-4-yl)acetonitrile